N-(3-fluoro-4-((7-(2-(3-hydroxy-3-methylpyrrolidin-1-yl)ethoxy)-6-methoxyquinolin-4-yl)oxy)phenyl)-5-(4-fluorophenyl)-6-oxo-2,3,5,6-tetrahydrofuro[3,2-c]pyridine-7-carboxamide FC=1C=C(C=CC1OC1=CC=NC2=CC(=C(C=C12)OC)OCCN1CC(CC1)(C)O)NC(=O)C1=C2C(=CN(C1=O)C1=CC=C(C=C1)F)CCO2